C[Si](CCOCN1C=C(C=2C1=NC=CC2)C(=O)O)(C)C 1-((2-(trimethylsilyl)ethoxy)methyl)-1H-pyrrolo[2,3-b]pyridine-3-carboxylic acid